ClC=1C=CN=C2C=C(C(=NC12)OC)OC 8-chloro-2,3-dimethoxy-1,5-naphthyridine